O=C1N(C(C2=CC=CC=C12)=O)C[C@H](CNC(OC(C)(C)C)=O)NC(OC(C)(C)C)=O (S)-di-tert-butyl (3-(1,3-dioxoisoindolin-2-yl)propane-1,2-diyl)dicarbamate